(2S)-2-(benzyloxycarbonylamino)-4-bromo-butanoic acid methyl ester COC([C@H](CCBr)NC(=O)OCC1=CC=CC=C1)=O